CC=1NC2=CC=C(C=C2C1)C1=CC=C(N=N1)NC1[C@H]2CN(C[C@@H]12)CC1CCOCC1 (1s,5r)-N-[6-(2-methylindol-5-yl)pyridazin-3-yl]-3-(tetrahydropyran-4-ylmethyl)-3-azabicyclo[3.1.0]hexane-6-amine